6-(4-fluorophenyl)-N-[(6-methylpyridazin-3-yl)methyl]-8-(1-methylpyrrolidin-3-yl)oxy-quinazolin-4-amine FC1=CC=C(C=C1)C=1C=C2C(=NC=NC2=C(C1)OC1CN(CC1)C)NCC=1N=NC(=CC1)C